ClC(=O)OCCCCCCCCCCCCCCCCCCCCCC n-docosyl chloroformate